BrC1=NC=CC(=C1F)C=1OC2=C(N1)C=C(C=C2)NC(OC(C)(C)C)=O tert-butyl (2-(2-bromo-3-fluoropyridin-4-yl)benzo[d]oxazol-5-yl)carbamate